C(#N)C(C(=O)NC(=O)NCC)=NOC 2-cyano-N-[(ethylamino)carbonyl]-2-(methoxyimino)acetamide